(R)-1-(3-(3-chloro-4-(5,6-diaminopyrazin-2-yl)phenyl)morpholino)prop-2-en-1-one ClC=1C=C(C=CC1C1=NC(=C(N=C1)N)N)[C@@H]1COCCN1C(C=C)=O